OC1=C(C(=O)C2=CC=CC=C2)C=CC(=C1)OCCCCCCCO 2-hydroxy-4-(7-hydroxyheptyloxy)benzophenone